C(C)(=O)N[C@H](C(=O)N1[C@@H](C[C@H](C1)O)C(=O)NCC1=C(C=C(C=C1)C1=C(N=CS1)C)OCCCCCCN)C(C)(C)C (2S,4R)-1-((S)-2-acetamido-3,3-dimethylbutanoyl)-N-(2-((6-aminohexyl)oxy)-4-(4-methylthiazol-5-yl)benzyl)-4-hydroxypyrrolidine-2-carboxamide